8-((3-(1-((tert-butyldimethylsilyl)oxy)-2,3-dihydro-1H-inden-4-yl)-2-chlorophenyl)amino)-1,7-naphthyridine-3-formaldehyde [Si](C)(C)(C(C)(C)C)OC1CCC2=C(C=CC=C12)C=1C(=C(C=CC1)NC=1N=CC=C2C=C(C=NC12)C=O)Cl